[Cr](=O)(=O)([O-])O[Cr](=O)(=O)[O-].[K+].[K+] potassium dichromate salt